(S)-N-(5-(cyclopropyl-methoxy)pyridin-2-yl)-2-((S)-4,4-difluoro-3-(6-oxo-1,6-dihydropyridin-3-yl)piperidin-1-yl)propanamide C1(CC1)COC=1C=CC(=NC1)NC([C@H](C)N1C[C@@H](C(CC1)(F)F)C1=CNC(C=C1)=O)=O